C1(=CC=CC=C1)COC(=O)NCC(=O)O N-[(phenylmethoxy)carbonyl]glycine